NC1=CC(=C(C=N1)C1CCN(CC1)C(=O)C1=NC=C(C(=C1)OC)OCC(C)C)OC (6-Amino-4-methoxy-3',4',5',6'-tetrahydro-2'H-[3,4']bipyridinyl-1'-yl)-(5-isobutoxy-4-methoxy-pyridin-2-yl)-methanone